Bis(7-((2-hexyldecanoyl)oxy)heptyl) 2-(((2-(dimethylamino)ethoxy)carbonyl)oxy)succinate CN(CCOC(=O)OC(C(=O)OCCCCCCCOC(C(CCCCCCCC)CCCCCC)=O)CC(=O)OCCCCCCCOC(C(CCCCCCCC)CCCCCC)=O)C